methyl N-[5-[6-[(4-fluoro-3-methoxy-phenyl)-methyl-carbamoyl] imidazo[1,2-a]pyridin-3-yl]-2-pyridyl]carbamate FC1=C(C=C(C=C1)N(C(=O)C=1C=CC=2N(C1)C(=CN2)C=2C=CC(=NC2)NC(OC)=O)C)OC